bis(2-methoxyethoxy)aluminum (III) sodium hydride [H-].[Na].COCCO[Al+]OCCOC